CN1CCC(CC1)NC1=C2C=C(N(C2=CC=C1)CC(F)(F)F)C1=NN=C(S1)CNC(=O)C1=CC=NC=C1 N-[(5-{4-[(1-methylpiperidin-4-yl)amino]-1-(2,2,2-trifluoroethyl)-1H-indol-2-yl}-1,3,4-thiadiazol-2-yl)methyl]pyridine-4-carboxamide